3-cyclohexene-1-acetaldehyde C1(CC=CCC1)CC=O